C(C1=CC=CC=C1)OC=1C(=C(C=CC1)[N+](=O)[O-])C 3-(benzyloxy)-2-methylnitrobenzene